hexadecadien-1-ol acetate C(C)(=O)OC=CC=CCCCCCCCCCCCC